(carboxyphenoxy)tin C(=O)(O)C1=C(O[Sn])C=CC=C1